4-isopropyl-1-(2,3,5-trifluorophenyl)-1H-pyrazolo[3,4-b]pyridine-5-carboxylic acid ethyl ester C(C)OC(=O)C=1C(=C2C(=NC1)N(N=C2)C2=C(C(=CC(=C2)F)F)F)C(C)C